rac-(4R,5R)-1-(3-bromophenyl)-7-ethyl-4-(4-fluorophenyl)-6-oxo-5-[3-(trifluoromethyl)benzamido]-4H,5H-pyrazolo[3,4-b]pyridine-3-carboxylic acid BrC=1C=C(C=CC1)N1N=C(C2=C1N(C([C@@H]([C@@H]2C2=CC=C(C=C2)F)NC(C2=CC(=CC=C2)C(F)(F)F)=O)=O)CC)C(=O)O |r|